C1(CCCCC1)C(COC)(COC)CC(C)C 2-cyclohexyl-2-isobutyl-1,3-dimethoxypropane